CC1=C(C=NC=2OCCN(C21)C(=O)OC(C)(C)C)C=2C=C1CC(NC1=CC2)=O tert-butyl 8-methyl-7-(2-oxoindolin-5-yl)-2,3-dihydro-1H-pyrido[2,3-b][1,4]oxazine-1-carboxylate